2,2'-(2,3,5,6-tetrakis(3,6-dimethyl-9H-carbazol-9-yl)-1,4-phenylene)bis(benzo[d]thiazole) CC=1C=CC=2N(C3=CC=C(C=C3C2C1)C)C1=C(C(=C(C(=C1N1C2=CC=C(C=C2C=2C=C(C=CC12)C)C)C=1SC2=C(N1)C=CC=C2)N2C1=CC=C(C=C1C=1C=C(C=CC21)C)C)N2C1=CC=C(C=C1C=1C=C(C=CC21)C)C)C=2SC1=C(N2)C=CC=C1